C(C)(C)(C)OC(=O)N1CCN(CC1)C=1C=C(C=CC1)B(O)O [3-(4-tert-butoxycarbonylpiperazin-1-yl)phenyl]boronic acid